2-[1-[(6-chloropyridin-3-yl)methyl]-5-oxopyrrolidin-2-yl]-N-cyclopropylacetamid ClC1=CC=C(C=N1)CN1C(CCC1=O)CC(=O)NC1CC1